(S)-5-((3-((tert-butyldimethylsilyl)oxy)-2-methylpropyl)sulfonyl)-1-phenyl-1H-tetrazole [Si](C)(C)(C(C)(C)C)OC[C@@H](CS(=O)(=O)C1=NN=NN1C1=CC=CC=C1)C